3-isopropyl-5-methyl-4H-pyrazolo[1,5-a]pyrimidin-7-one C(C)(C)C=1C=NN2C1NC(=CC2=O)C